3-METHOXYNAPHTHALENE-2-BORONIC ACID COC=1C(=CC2=CC=CC=C2C1)B(O)O